C(C)N(CC=CC(=O)NC)C 4-(ethyl(methyl)amino)-N-methylbut-2-enamide